Fmoc(methyl-formamide) C(=O)(OCC1C2=CC=CC=C2C2=CC=CC=C12)N(C=O)C